C(C)(C)(C)OC(=O)N1C2CC(CC1CC2)C=2C=C1C(=C(NC1=CC2)C=2C(=C(C=1N(C2)C=NN1)C)C)C(C)C 3-(2-(7,8-dimethyl-[1,2,4]triazolo[4,3-a]pyridin-6-yl)-3-isopropyl-1H-indol-5-yl)-8-azabicyclo[3.2.1]octane-8-carboxylic acid tert-butyl ester